6-(3-((benzyloxy)methyl)-4-ethyl-5-oxo-4,5-dihydro-1H-1,2,4-triazol-1-yl)-2-(2-chloro-6-fluorophenyl)-4-(3,3,3-trifluoroprop-1-en-2-yl)isoquinolin-1(2H)-one C(C1=CC=CC=C1)OCC1=NN(C(N1CC)=O)C=1C=C2C(=CN(C(C2=CC1)=O)C1=C(C=CC=C1F)Cl)C(=C)C(F)(F)F